OCCCC1=CC(=NN1C)C1=C2C=C(N=CC2=C(N=C1)NC)NC(=O)C1CC1 N-(5-(5-(3-hydroxypropyl)-1-methyl-1H-pyrazol-3-yl)-8-(methylamino)-2,7-naphthyridin-3-yl)cyclopropanecarboxamide